CN1[C@H](CCC1)C(=O)N1CCN(CC1)C=1C=2N(C=C(C1)S(=O)(=O)NC1(CC1)C)C(=NC2)C=2SC(=NN2)C(F)(F)F 8-(4-(methyl-D-prolyl)piperazin-1-yl)-N-(1-methylcyclopropyl)-3-(5-(trifluoromethyl)-1,3,4-thiadiazol-2-yl)imidazo[1,5-a]pyridine-6-sulfonamide